C(C)(C)(C)C1=CC(=NC=C1)NC=1C=C2C=CNC2=CC1 N-(4-(tert-butyl)pyridin-2-yl)-1H-indol-5-amine